COC=1C=C(C=C(C1)[C@@H](C)NC(C1=C(C=CC(=C1)N1CCN(CC1)C)C)=O)C=1C=C(N(C1)C)C(=O)N(C)C 4-[3-Methoxy-5-[(1R)-1-[[2-methyl-5-(4-methylpiperazin-1-yl)benzoyl]amino]ethyl]phenyl]-N,N,1-trimethyl-pyrrole-2-carboxamide